C(C)C(C(=O)O)(CCCCCCC)CCC 2-ethyl-2-Propylnonanoic acid